C(C)(C)(C)OC(=O)N1[C@@H](C[C@H](C1)C(F)F)C(=O)OCC1=CC=CC=C1 (2s,4r)-4-(difluoromethyl)pyrrolidine-1,2-dicarboxylic acid 2-benzyl ester 1-(tert-butyl) ester